NC1=NC(=C(C=2N1C(N(N2)CC=2N=COC2C)=O)C2=CC(=NC(=C2)C)CO)C2=CC=CC=C2 5-amino-8-(2-(hydroxymethyl)-6-methylpyridin-4-yl)-2-((5-methyloxazol-4-yl)methyl)-7-phenyl-[1,2,4]triazolo[4,3-c]pyrimidin-3(2H)-one